COC(=O)C1=CSC(=C1)N1C(NC(C2=CC=C(C=C12)C(F)(F)F)=O)=O.C(C=C)OC(=O)ON1C(CCC1=O)=O N-(allyloxycarbonyloxy)succinimide methyl-5-(2,4-dioxo-7-(trifluoromethyl)-3,4-dihydroquinazolin-1(2H)-yl)thiophene-3-carboxylate